6-[(E)-2-(aminomethyl)-3-fluoro-allyloxy]-2-(2-methylsulfonylethyl)-3,4-dihydroisoquinoline-1-one hydrochloride Cl.NC/C(/COC=1C=C2CCN(C(C2=CC1)=O)CCS(=O)(=O)C)=C\F